COC=1C=C(C=C(C1)OC)C(=C)C1=NC(=NC2=CC=CC=C12)C 4-[1-(3,5-Dimethoxy-phenyl)-vinyl]-2-methyl-quinazoline